2-(3,8-diazabicyclo-[3.2.1]octan-3-yl)-N-(4,4-difluorocyclohexyl)benzo[d]thiazole-6-carboxamide C12CN(CC(CC1)N2)C=2SC1=C(N2)C=CC(=C1)C(=O)NC1CCC(CC1)(F)F